BrC1=CC(=CN1S(=O)(=O)C1=CC(=CC=C1)OCCCCOC)CNC 1-(5-bromo-1-((3-(4-methoxybutoxy)phenyl)sulfonyl)-1H-pyrrol-3-yl)-N-methyl-methylamine